NN1C(C2=C3C(C=CC=C13)=CC=C2)=O 1-aminobenzo[cd]indol-2(1H)-one